FC1=C(C=CC(=C1)F)NC(CCCCCCNC(C(C(F)(F)F)(O)O)=O)=O N-(2,4-difluorophenyl)-7-(3,3,3-trifluoro-2,2-dihydroxypropanamido)heptanamide